(S)-4-Fluoro-N-(1-(3-hydroxyazetidin-1-yl)butan-2-yl)-N,3-dimethylbenzamide FC1=C(C=C(C(=O)N(C)[C@H](CN2CC(C2)O)CC)C=C1)C